ClC=1C(=NC(=NC1)NC1=NC(=NC=C1)C)C1=CC=C2CN(C(C2=C1)=O)[C@@H](C(=O)N[C@H](CO)C1=NC(=CC=C1)N(C)C)C (R)-2-(6-(5-chloro-2-((2-methylpyrimidin-4-yl)amino)pyrimidin-4-yl)-1-oxoisoindolin-2-yl)-N-((S)-1-(6-(dimethylamino)pyridin-2-yl)-2-hydroxyethyl)propanamide